C(#N)C1(CC1)C1=CC=C(C=C1)NC1=NC=C(C(=N1)NC1=C2CCNC(C2=CC=C1)=O)C(=O)N 2-{[4-(1-cyanocyclopropyl)phenyl]amino}-4-[(1-oxo-1,2,3,4-tetrahydroisoquinolin-5-yl)amino]pyrimidine-5-carboxamide